1-(1-methyl-2-oxopiperidin-3-yl)azetidin CN1C(C(CCC1)N1CCC1)=O